ClC1=CC=C2C(=CNC2=C1F)C=1C=NN(C1)C1OCCCC1 6-chloro-7-fluoro-3-(1-tetrahydropyran-2-ylpyrazol-4-yl)-1H-indole